C[C@]12[C@H]3CC[C@]4([C@H]([C@@H]3CC=C2C[C@H](CC1)O)CC[C@@H]4[C@@H](COC4=CC=CC=C4)C)C (1R,3aS,3bS,7S,9aR,9bS,11aS)-9a,11a-dimethyl-1-[(2S)-1-phenoxypropan-2-yl]-1H,2H,3H,3aH,3bH,4H,6H,7H,8H,9H,9aH,9bH,10H,11H,11aH-cyclopenta[a]phenanthren-7-ol